C1CCC2=C(C=3CCCC3C=C12)NC(=O)NS(=O)(=O)C=1OC2=C(C1)C(C(CC2)(C)C)=O N-((1,2,3,5,6,7-hexahydro-s-indacen-4-yl)carbamoyl)-5,5-dimethyl-4-oxo-4,5,6,7-tetrahydrobenzofuran-2-sulfonamide